lithium carbon [C].[Li]